The molecule is a hydroxycalciol that is vitamin D2 bearing additional hydroxy substituents at positions 1alpha and 25. It has a role as a bone density conservation agent, a human xenobiotic metabolite and a nutraceutical. It is a hydroxycalciol, a seco-ergostane and a vitamin D. It derives from a vitamin D2. C[C@H](/C=C/[C@H](C)C(C)(C)O)[C@H]1CC[C@@H]\\2[C@@]1(CCC/C2=C\\C=C/3\\C[C@H](C[C@@H](C3=C)O)O)C